Isopropylethylamine C(C)(C)NCC